4-[6-[3-[(6-ethynyl-3-pyridinyl)amino]azetidin-1-yl]-3-pyridinyl]-6-(2-hydroxy-2-methyl-propoxy)pyrazolo[1,5-a]pyridine-3-carbonitrile C(#C)C1=CC=C(C=N1)NC1CN(C1)C1=CC=C(C=N1)C=1C=2N(C=C(C1)OCC(C)(C)O)N=CC2C#N